((4-(5-(4-isopropoxy-3-methoxyphenyl)-1,2,4-oxadiazol-3-yl)naphthalen-1-yl)methyl)azetidine-3-carboxylic acid C(C)(C)OC1=C(C=C(C=C1)C1=NC(=NO1)C1=CC=C(C2=CC=CC=C12)CN1CC(C1)C(=O)O)OC